N1C=NC(=C1)[C@@H]1[C@H](C1)N (1S,2S)-2-(1H-imidazol-4-yl)cyclopropan-1-amine